C(C)(C)(C)OC(=O)N1CCC(CC1)C1=C(C(=CC=C1)C(CC(C)(O)C1=C(C=C(C=C1)Cl)F)=O)O tert-Butyl-4-(3-(3-(4-chloro-2-fluorophenyl)-3-hydroxybutyryl)-2-hydroxyphenyl)piperidine-1-carboxylate